2-ethoxy-4-(4-methylpiperazin-1-yl)-6-(1H-pyrazol-1-yl)-1,3,5-triazine C(C)OC1=NC(=NC(=N1)N1CCN(CC1)C)N1N=CC=C1